(S)-2,6-dichloro-3-((1-hydroxy-3-phenylpropan-2-yl)amino)-4-nitropyridine-1-oxide ClC1=[N+](C(=CC(=C1N[C@H](CO)CC1=CC=CC=C1)[N+](=O)[O-])Cl)[O-]